OCC1=CC=C(O1)/C=C/C=O (E)-3-(5-(hydroxymethyl)furan-2-yl)propenal